furyl-aspartic acid O1C(=CC=C1)N[C@@H](CC(=O)O)C(=O)O